CS(=O)(=O)OC(C1(CC1)C(F)(F)F)C=1C=NC(=CC1)Br [(6-bromo-3-pyridyl)-[1-(trifluoromethyl)cyclopropyl]methyl] methanesulfonate